OC(C(=O)N(C)C1CNCC1)(C)C 3-(2-hydroxy-N,2-dimethylpropanamido)pyrrolidin